(2R)-2-[4-bromo-2-(1,1-difluoropropyl)-5-fluorophenoxy]-3-fluoropropionic acid BrC1=CC(=C(O[C@H](C(=O)O)CF)C=C1F)C(CC)(F)F